ClC=1C(=C(C(=C(C1)C(C)=O)OC)I)C 1-(5-chloro-3-iodo-2-methoxy-4-methylphenyl)ethan-1-one